6-chloro-3-isopropyl-N-(6-methoxypyridazin-3-yl)-[1,2,4]triazolo[4,3-b]pyridazin-8-amine ClC=1C=C(C=2N(N1)C(=NN2)C(C)C)NC=2N=NC(=CC2)OC